COCCN1C=NC=2C1=NC(=CC2)C(=O)[O-] 3-(2-methoxyethyl)-3H-imidazo[4,5-b]pyridine-5-carboxylate